5-[4-[3-(Aminomethyl)-3-fluoro-1-piperidyl]-5,6-difluoro-8-(methylamino)-9H-pyrido[2,3-b]indol-3-yl]pyridin-3-carbonitril NCC1(CN(CCC1)C1=C(C=NC=2NC3=C(C=C(C(=C3C21)F)F)NC)C=2C=C(C=NC2)C#N)F